ClC1=C(SC=2N(C(=NC21)CN2CCC(CC2)C2C1=C(O[C@@](O2)(C)C2=C(C=C(C=C2)Cl)F)C=CC=C1)C[C@H]1OCC1)C(=O)OCC ethyl 6-chloro-2-((4-((S)-2-(4-chloro-2-fluorophenyl)-2-methylbenzo[d][1,3]dioxan-4-yl) piperidin-1-yl) methyl)-3-(((S)-oxetan-2-yl) methyl)-3H-thieno[2,3-d]imidazole-5-carboxylate